C(C)OC(CCCCS(=O)(=O)O[Na])=O (5-Ethoxy-5-oxo-pentyl)sulfonyloxysodium